(rac)-tert-Butyl 6-(4-(tert-butyl)phenoxy)-2-azaspiro[3.4]octane-2-carboxylate C(C)(C)(C)C1=CC=C(O[C@H]2CC3(CN(C3)C(=O)OC(C)(C)C)CC2)C=C1 |r|